C(=C)OC(C)O (vinyloxy)ethanol